CC1=NC=C(C=N1)C(CC(=O)O)C 3-(2-Methylpyrimidin-5-yl)butanoic Acid